2-(1-benzhydryl-azetidin-3-yl)-N,N-diethyl-1,2,3,4-tetrahydroisoquinolin-6-amine C(C1=CC=CC=C1)(C1=CC=CC=C1)N1CC(C1)N1CC2=CC=C(C=C2CC1)N(CC)CC